4-(1-(7-fluoro-1-methyl-1H-[1,2,3]triazolo[4,5-c]isoquinolin-5-yl)-1,2,3,4-tetrahydro-1,7-naphthyridin-5-yl)-2-methylbut-3-yn-2-ol FC=1C=CC=2C3=C(N=C(C2C1)N1CCCC2=C(C=NC=C12)C#CC(C)(O)C)N=NN3C